ClC1=C(C=C(C=C1)CCN[C@H](C1=CC=CC=C1)[C@@H]1NC2=C(C=CC=C2NC1)C#N)CC(=O)O 2-(2-chloro-5-(2-(((R)-((R)-8-cyano-1,2,3,4-tetrahydroquinoxalin-2-yl)(phenyl)methyl)amino)ethyl)phenyl)acetic acid